1-(9-(4-amino-5-isopropyl-7-methyl-7H-pyrrolo[2,3-d]pyrimidin-6-yl)-3-azaspiro[5.5]undec-8-en-3-yl)prop-2-en-1-one NC=1C2=C(N=CN1)N(C(=C2C(C)C)C2=CCC1(CCN(CC1)C(C=C)=O)CC2)C